METHYLGLUCOSE stearate C(CCCCCCCCCCCCCCCCC)(=O)O.CC(=O)[C@H](O)[C@@H](O)[C@H](O)[C@H](O)CO